BrC1=C(C=CC=C1)C1CCN(CC1)[C@H]1CC2(CN(C2)C(=O)OC(C)(C)C)CC1 tert-butyl (R)-6-(4-(2-bromophenyl) piperidin-1-yl)-2-azaspiro[3.4]octane-2-carboxylate